NC=1C2=C(N=C(N1)Cl)N(C=C2)[C@H]2[C@@H]([C@@H]([C@H](C2)C2=CC(=CC(=C2)OC)CN)O)O (1R,2S,3R,5R)-3-{4-amino-2-chloropyrrolo[2,3-d]pyrimidin-7-yl}-5-[3-(aminomethyl)-5-methoxyphenyl]cyclopentane-1,2-diol